ClC1=NC=NC(=C1C=O)NC1=C(C=C(C=C1)OC(F)(F)F)F 4-chloro-6-((2-fluoro-4-(trifluoromethoxy)phenyl)amino)pyrimidine-5-carbaldehyde